racemic-trans-3-methoxy-4-((2-methoxycyclopentyl)amino)-N-(5-(5-methyl-1H-pyrazol-1-yl)-1,3,4-thiadiazol-2-yl)-2-oxo-2H-pyran-6-carboxamide COC=1C(OC(=CC1N[C@H]1[C@@H](CCC1)OC)C(=O)NC=1SC(=NN1)N1N=CC=C1C)=O |r|